ClC=1C(=C(C=CC1)NC1=C(NC2=C1C(NCC2)=O)C2=CC=NC1=CC=C(N=C21)OC2(CC2)C)OC 3-[(3-chloro-2-methoxyphenyl)amino]-2-[6-(1-methylcyclopropoxy)-1,5-naphthyridin-4-yl]-1H,5H,6H,7H-pyrrolo[3,2-c]pyridin-4-one